C1(=CC=CC=C1)CS(=O)(=O)C1=NC=C(C(=C1)OC=1C(=NC(=NC1)N)N)C(C)C 5-((2-(phenylmethanesulfonyl)-5-isopropylpyridin-4-yl)oxy)pyrimidine-2,4-diamine